N7-(2-morpholinoethyl)-2-(1H-pyrazol-5-yl)thieno[3,2-b]pyridine-5,7-diamine O1CCN(CC1)CCNC1=C2C(=NC(=C1)N)C=C(S2)C2=CC=NN2